(R)-N-(1-(3-(2-(trifluoromethyl)pyridin-4-yl)isoxazol-5-yl)ethyl)-3,4-dihydroquinoline-1(2H)-carboxamide FC(C1=NC=CC(=C1)C1=NOC(=C1)[C@@H](C)NC(=O)N1CCCC2=CC=CC=C12)(F)F